C[C@@H]1N(C2=CC=CC=C2[C@@H](C1)NC1=CC=C(C=C1)N1N=NC(=C1)CNC(=O)C1CCCCC1)C(CC)=O N-((1-(4-(((2S,4R)-2-methyl-1-propionyl-1,2,3,4-tetrahydroquinolin-4-yl)amino)phenyl)-1H-1,2,3-triazol-4-yl)methyl)cyclohexane-1-carboxamide